2-(furan-3-yl)acetyl chloride O1C=C(C=C1)CC(=O)Cl